ClC1=CC2=C(C=N1)N=C(S2)C2=NN=C1N2CCN(C1C)CC1=C(C=C(C=C1)OC)OC 6-chloro-2-(7-(2,4-dimethoxybenzyl)-8-methyl-5,6,7,8-tetrahydro-[1,2,4]triazolo[4,3-a]pyrazin-3-yl)thiazolo[4,5-c]pyridine